CS(=O)(=O)N1CC(OCCC1)C(=O)OC methyl 4-(methylsulfonyl)-1,4-oxazepane-2-carboxylate